1-(4-aminophenyl)azetidin NC1=CC=C(C=C1)N1CCC1